((4-oxo-5-(tetrahydro-2H-pyran-4-yl)-4,5-dihydro-3H-imidazo[4,5-c]pyridin-2-yl)methyl)-1-tosyl-1H-indole-7-sulfonamide O=C1N(C=CC2=C1NC(=N2)CC=2N(C1=C(C=CC=C1C2)S(=O)(=O)N)S(=O)(=O)C2=CC=C(C)C=C2)C2CCOCC2